m-xylylenedicyanide C1(=CC(=CC=C1)CC#N)CC#N